BrCC(=O)C12COC(CC1)(C2)C 2-bromo-1-(1-methyl-2-oxabicyclo[2.2.1]hept-4-yl)ethan-1-one